NC1=NC=NN2C1=C(C=C2C=2C(=CC(=C(C(=O)N[C@@H]1CN(C[C@@H]1F)C(=O)C1C(C1)(F)F)C2)C)F)CN2CCC(CC2)(F)F 5-{4-amino-5-[(4,4-difluoropiperidin-1-yl)methyl]pyrrolo[2,1-f][1,2,4]triazin-7-yl}-N-[(3R,4S)-1-(2,2-difluorocyclopropanecarbonyl)-4-fluoropyrrolidin-3-yl]-4-fluoro-2-methylbenzamide